C(C)(C)(C)OC(=O)N1C[C@H]2CC[C@@H](C1)N2C2=NC(=C(C=1CN(CCC21)CC2=CC=CC=C2)C#N)OCC2(CC2)CO (1r,5s)-8-(6-benzyl-4-cyano-3-((1-(hydroxymethyl)cyclopropyl)methoxy)-5,6,7,8-tetrahydro-2,6-naphthyridin-1-yl)-3,8-diazabicyclo[3.2.1]octane-3-carboxylic acid tert-butyl ester